ClC1=C(C=CC=C1)[C@H]1[C@@H](NC2=CC(=CC=3C(NN=C1C32)=O)F)CC (11S,12S)-12-(2-chlorophenyl)-11-ethyl-7-fluoro-2,3,10-triazatricyclo[7.3.1.0{5,13}]tridec-1,5(13),6,8-tetraen-4-one